2-[(4-methoxyphenyl)methyl]-6-{4-[(4-{[4-(trifluoromethoxy)phenyl]Amino}piperidin-1-yl)sulfonyl]phenyl}-2H,3H-[1,2,4]triazolo[4,3-a]pyridin-3-one COC1=CC=C(C=C1)CN1N=C2N(C=C(C=C2)C2=CC=C(C=C2)S(=O)(=O)N2CCC(CC2)NC2=CC=C(C=C2)OC(F)(F)F)C1=O